(3aR,5R,6S,6aR)-6-(benzyloxy)-5-((benzyloxy)methyl)-5-(iodomethyl)-2,2-dimethyltetrahydrofuro[2,3-d][1,3]dioxole C(C1=CC=CC=C1)O[C@@H]1[C@@](O[C@@H]2OC(O[C@@H]21)(C)C)(CI)COCC2=CC=CC=C2